4-((fluorosulfonyl)oxy)-3-methoxybenzoic acid FS(=O)(=O)OC1=C(C=C(C(=O)O)C=C1)OC